(1R)-2-[7-Cyclopropyl-2-(2-fluoro-4-nitrophenyl)-2H-indazole-5-carbonyl]-1-methyl-1,2,3,4-tetrahydroisoquinoline C1(CC1)C1=CC(=CC2=CN(N=C12)C1=C(C=C(C=C1)[N+](=O)[O-])F)C(=O)N1[C@@H](C2=CC=CC=C2CC1)C